C(CCCCCCC\C=C/C\C=C/CCCCC)(=O)OC(C[N+](C)(C)C)CC([O-])=O O-linoleoylcarnitine